C(CCC)C1=CC=C(C=C1)C1=CC=C(C=C1)C(=O)NNC(=S)NC(=O)C1CC1 (2-(4'-butyl-[1,1'-biphenyl]-4-carbonyl)hydrazine-1-thiocarbonyl)cyclopropylcarboxamide